ethyl 3-(4-chlorophenyl)-3-aminoacrylate ClC1=CC=C(C=C1)C(=CC(=O)OCC)N